1-Boc-1,2-diazepane C(=O)(OC(C)(C)C)N1NCCCCC1